O1C(C1)COC1=CC=CC=2NC3=CC=CC=C3C12 4-(oxirane-2-ylmethoxy)-9H-carbazole